C1(=CC=CC=C1)NC=1C(=CC=CC1)C1=CC=CC=C1 N-phenyl-2-bi-phenylamine